N-(2-fluoro-5-((2-morpholinoethyl)carbamoyl)phenyl)-2-(1-methyl-1H-pyrazol-4-yl)-1H-pyrrolo[2,3-b]pyridine-5-carboxamide FC1=C(C=C(C=C1)C(NCCN1CCOCC1)=O)NC(=O)C=1C=C2C(=NC1)NC(=C2)C=2C=NN(C2)C